Methyl-Isothiazolone CC1=NS(C=C1)=O